BrC=1C=C(C=CC1)/C=C/C(=O)N1CCN(CC1)C(CC1=C(NC2=CC=CC=C12)C1=CC=C(C=C1)F)=O (E)-3-(3-bromophenyl)-1-(4-(2-(2-(4-fluorophenyl)-1H-indol-3-yl)acetyl)piperazin-1-yl)prop-2-en-1-one